oxy ethyl phosphate P1(=O)(OOO1)OCC